7-(cyclobutylmethoxy)-5-methyl-2-(((tetrahydro-2H-pyran-4-yl)thio)methyl)quinazolin-4(3H)-one C1(CCC1)COC1=CC(=C2C(NC(=NC2=C1)CSC1CCOCC1)=O)C